NCCC1=NC=CC=2C(=CC=CC12)S(=O)(=O)N (2-aminoethyl)-5-isoquinolinesulfonamide